CC1=NNC(=C1)C1=NS(C=2C1=NC(=CC2C(C)(C)S(=O)(=O)C)N2[C@@H](COCC2)C)(=O)=O (R)-3-(3-methyl-1H-pyrazol-5-yl)-5-(3-methylmorpholino)-7-(2-(methylsulfonyl)propan-2-yl)isothiazolo[4,5-b]pyridine 1,1-dioxide